(4-(3-hydroxyoxetan-3-yl)phenyl)(4-(2-((5-(trifluoromethyl)pyridin-2-yl)oxy)ethyl)piperidin-1-yl)methanone OC1(COC1)C1=CC=C(C=C1)C(=O)N1CCC(CC1)CCOC1=NC=C(C=C1)C(F)(F)F